(S)-4-(((S)-3-fluoro-2-methoxypropyl)(4-(5,6,7,8-tetrahydro-1,8-naphthyridin-2-yl)butyl)amino)-2-(3-phenyloxetane-3-carboxamido)butanoic acid FC[C@H](CN(CC[C@@H](C(=O)O)NC(=O)C1(COC1)C1=CC=CC=C1)CCCCC1=NC=2NCCCC2C=C1)OC